3-cyclopentyl-4,5,6,7-tetrahydro-3H-imidazo[4,5-c]pyridine C1(CCCC1)N1C=NC2=C1CNCC2